3-((4-methoxybenzyl)oxy)-2,2-dimethylpropan-1-ol COC1=CC=C(COCC(CO)(C)C)C=C1